[C@H]1([C@@H](O)[C@@H](O)[C@H](O)[C@H](O1)CO)C(C(=O)O)(O)CO α-mannosylglyceric acid